(9Z)-9-Octadecenoic acid 1-[[[(2,3-dihydroxypropoxy)hydroxyphosphinyl]oxy]methyl]-1,2-ethanediyl ester monosodium salt CCCCCCCC/C=C/CCCCCCCC(=O)OC[C@H](COP(=O)([O-])OCC(CO)O)OC(=O)CCCCCCC/C=C/CCCCCCCC.[Na+]